NC=1C=C(OC=2C=C(C=CC2)O)C=CC1 3-(3-aminophenoxy)phenol